BrC1=NC=C(C2=CC=CC=C12)OC1=CC=CC=C1 bromo-4-phenoxyisoquinoline